CC1(OB(OC1(C)C)CC1=CC=C(C=C1)C(F)(F)F)C 4,4,5,5-tetramethyl-2-[[4-(trifluoromethyl)phenyl]methyl]-1,3,2-dioxaborolane